F[B-](F)(F)F.COC1=C(C(=CC(=C1)OC)OC)[CH2+] (2,4,6-trimethoxyphenyl)carbenium tetrafluoroborate